(R)-(6-chloro-8-(2-methoxy-7-methylquinoxalin-5-yl)-2,3-dihydro-[1,4]dioxino[2,3-e]benzofuran-3-yl)methyl (6-methylpyridin-3-yl)carbamate CC1=CC=C(C=N1)NC(OC[C@@H]1OC=2C=C(C3=C(C=C(O3)C3=C4N=CC(=NC4=CC(=C3)C)OC)C2OC1)Cl)=O